C(CCCCC)(=O)N[C@@H](C)C(=O)O.[Na] sodium caproyl-alanine